FC(C)(F)C1=NC(=CC(=N1)N1CC2(C=3C=NC(=CC31)NC(C)=O)CC2)OC2=NC=CN=C2 N-(1'-(2-(1,1-difluoroethyl)-6-(pyrazin-2-yloxy)pyrimidin-4-yl)-1',2'-dihydrospiro[cyclopropane-1,3'-pyrrolo[3,2-c]pyridin]-6'-yl)acetamide